[Be+2].[Te-2].[Zn+2].[Te-2] zinc telluride beryllium